Cl\C=C/C(F)(F)F (Z)-1-Chloro-3,3,3-trifluoropropen